BrC1=CC2=C(N=C(S2)NC(=O)[C@@H]2CNCC2)C=C1 (S)-N-(6-bromobenzo[d]thiazol-2-yl)pyrrolidine-3-carboxamide